1-(2-allyl-3-hydroxyphenyl)ethan-1-one C(C=C)C1=C(C=CC=C1O)C(C)=O